chloromethoxy(triisopropyl)silane ClCO[Si](C(C)C)(C(C)C)C(C)C